tert-butyl 3-(2-(3-(aminomethyl)-4-methylphenoxy)ethyl)azetidine-1-carboxylate NCC=1C=C(OCCC2CN(C2)C(=O)OC(C)(C)C)C=CC1C